4,6-dichloro-3-methyl-1-(oxan-2-yl)-2H,3H-pyrazolo[3,4-d]pyrimidine ClC1=C2C(=NC(=N1)Cl)N(NC2C)C2OCCCC2